chloro-2,6-dibromo-4-methoxypyridine ClC=1C(=NC(=CC1OC)Br)Br